FC1=C(C=CC(=C1)OC(F)(F)F)C1(CC1)C(=O)NC=1C=CC(=C(C(=O)OC)C1)C=1C=NN(C1)CCC Methyl 5-[({1-[2-fluoro-4-(trifluoromethoxy) phenyl]cyclopropyl}carbonyl) amino]-2-(1-propyl-1H-pyrazol-4-yl)benzoate